N-(5-(tert-butyl)-[1,1'-biphenyl]-2-yl)-7,7,10,10-tetramethyl-7,8,9,10-tetrahydronaphtho[2,3-b]benzofuran-2-amine C(C)(C)(C)C=1C=CC(=C(C1)C1=CC=CC=C1)NC=1C=CC2=C(C3=C(O2)C=C2C(CCC(C2=C3)(C)C)(C)C)C1